CN1C(N(C2=C1C=C(C=C2)CN2CCC(CC2)CNC)C2C(NC(CC2)=O)=O)=O 3-[3-Methyl-5-[[4-(methylaminomethyl)-1-piperidyl]methyl]-2-oxo-benzimidazol-1-yl]piperidine-2,6-dione